C(C)OC(C(CC(OCC)OCC)C#N)=O 2-Cyano-4,4-diethoxy-butyric acid ethyl ester